2-((2-((2-(4-(trifluoromethoxy)phenyl)-1H-benzo[d]imidazol-1-yl)methyl)benzyl)oxy)benzoic acid FC(OC1=CC=C(C=C1)C1=NC2=C(N1CC1=C(COC3=C(C(=O)O)C=CC=C3)C=CC=C1)C=CC=C2)(F)F